CN1C(=NN=C1)CC1(COC1)C=1C=C(C=CC1)N1C(C2=CC(=CC(=C2C1)C(F)(F)F)CN1CCN(CC1)C)=O 2-(3-(3-((4-methyl-4H-1,2,4-triazol-3-yl)methyl)oxetan-3-yl)phenyl)-6-((4-methylpiperazin-1-yl)methyl)-4-(trifluoromethyl)isoindolin-1-one